(4-fluorotetrahydro-2H-pyran-4-yl)methanol FC1(CCOCC1)CO